(4R,5R)-4-(2-fluoro-5-((5-fluoro-3-pyridinyl)ethynyl)-3-pyridinyl)-5-(4-fluorophenyl)-1,3-oxazolidin-2-one FC1=NC=C(C=C1[C@H]1NC(O[C@@H]1C1=CC=C(C=C1)F)=O)C#CC=1C=NC=C(C1)F